C1CC12OC(COC2)COC2=CC=C(C=C2)C=2C=C(C(NC2C(F)(F)F)=O)C(=O)N 5-(4-((4,7-dioxaspiro[2.5]oct-5-yl)methoxy)phenyl)-2-oxo-6-(trifluoromethyl)-1,2-dihydropyridine-3-carboxamide